O1[C@@H](CC1)CN [(2S)-oxetan-2-yl]methanamine